(S)-5-(2,2-difluoro-7-((5-methoxy-7-methyl-1H-indol-4-yl)methyl)-7-azaspiro[3.5]nonan-6-yl)-6-(ethylamino)picolinic acid FC1(CC2(C1)C[C@H](N(CC2)CC2=C1C=CNC1=C(C=C2OC)C)C=2C=CC(=NC2NCC)C(=O)O)F